C1(CC1)C=1N=CC(=NC1)C(C)N1N=CC2=C(C=CC(=C12)C(=O)OC)C#CC methyl 1-(1-(5-cyclopropylpyrazin-2-yl) ethyl)-4-(propan-1-yn-1-yl)-1H-indazole-7-carboxylate